Cl.CN[C@H](C(=O)NCCC1=CC=C(C=C1)C1=CC=C(C=C1)C(F)(F)F)CCC (S)-2-(methylamino)-N-(2-(4'-(trifluoromethyl)-[1,1'-biphenyl]-4-yl)ethyl)pentanamide hydrochloride